ICCCC#C[Si](C)(C)C (5-iodo-1-pentynyl)(trimethyl)silane